N1(CCCCCC=NCCC1)C1CCCCCCCCCC1 1,8-diazabicycloundecan-7-ene